C(CCC)N(C(COC1=CC=CC=C1)=O)CCCC N,N-dibutyl-3-oxa-3-phenylpropionamide